m-toluenesulfonylurea CC1=CC(=CC=C1)S(=O)(=O)NC(=O)N